6-methylthiotetrahydropyran-3,4,5-triol CSC1C(C(C(CO1)O)O)O